COC1=NC=CC(=C1)CN([C@@H]1CN(CCC1)C=1C=NC=CC1)CC1=CNC2=CC=CC=C2C1=O 3-({[(2-methoxypyridin-4-yl)methyl][(3s)-1-(pyridin-3-yl)piperidin-3-yl]amino}methyl)-1,4-dihydroquinolin-4-one